3-bromo-4-fluorobenzonitrile BrC=1C=C(C#N)C=CC1F